4-(1-tert-Butyl-piperidin-4-yl)-N-[4-methyl-3-(4-pyridin-3-yl-pyrimidin-2-ylamino)-phenyl]-benzamide C(C)(C)(C)N1CCC(CC1)C1=CC=C(C(=O)NC2=CC(=C(C=C2)C)NC2=NC=CC(=N2)C=2C=NC=CC2)C=C1